COC1=CC=C(C=C1)S(=O)(=O)NN1C(NN=C(C1)C)=O 4-methoxy-N-(6-methyl-3-oxo-2,3-dihydro-1,2,4-triazin-4(5H)-yl)benzenesulfonamide